N[C@@H](COC1=NC(=NC(=C1)C1=C(C=CC=C1C)C)NS(=O)(=O)C=1C=C(C(=O)O)C=CC1)CC1OCCC1 3-[[4-[(2R)-2-Amino-3-tetrahydrofuran-2-yl-propoxy]-6-(2,6-dimethylphenyl)pyrimidin-2-yl]sulfamoyl]benzoic acid